lithium sodium potassium ammonium phosphate P(=O)([O-])([O-])[O-].[NH4+].[K+].[Na+].[Li+]